BrC=1N=C(N2N=CN=C(C21)Cl)[C@@H]2CN(CC2)C(=O)OCC2=CC=CC=C2 benzyl (S)-3-(5-bromo-4-chloroimidazo[5,1-f][1,2,4]triazin-7-yl)pyrrolidine-1-carboxylate